C(C)SC=1C(=[N+](C=CC1)[O-])C=1C=C2C(=CN1)N(C=C2)CC(C(F)(F)F)(F)F 5-(3-ethylsulfanyl-1-oxido-pyridin-1-ium-2-yl)-1-(2,2,3,3,3-pentafluoropropyl)pyrrolo[2,3-c]pyridine